FC1=CC=C(C=C1)C1=CC=C(C=C1)F difluoro[1,1'-biphenyl]